C12CN(CC2C1)C1=NC=C(C#N)C=C1 6-(3-azabicyclo[3.1.0]hexan-3-yl)nicotinonitrile